NC1=C2N=C(N(C2=NC(=N1)F)CC=1C=C(CCOC2=CC=C(C=N2)CO)C=CC1)Br (6-(3-((6-amino-8-bromo-2-fluoro-9H-purin-9-yl)methyl)phenethoxy)pyridin-3-yl)methanol